methyl-2-ethyl-5-methyl-3,3-diphenyl-1-pyrroline CC1C(C(=NC1C)CC)(C1=CC=CC=C1)C1=CC=CC=C1